pentafluorophenylacrylat FC1=C(C(=C(C(=C1C(C(=O)[O-])=C)F)F)F)F